CC1=C(C=C(C=C1)NC)S(=O)(=O)NCCC1=NC=CC=C1 2-methyl-5-(methylamino)-N-[2-(2-pyridyl)ethyl]benzenesulfonamide